ClC1=CC=C(S1)/C=C/S(=O)(=O)Cl (E)-2-(5-chlorothiophene-2-yl)ethenesulfonyl chloride